2-(3-(5'-ethynyl-2'-fluoro-[1,1'-biphenyl]-4-yl)-2-oxotetrahydropyrimidin-1(2H)-yl)-4-methylthiazole-5-sulfonamide C(#C)C=1C=CC(=C(C1)C1=CC=C(C=C1)N1C(N(CCC1)C=1SC(=C(N1)C)S(=O)(=O)N)=O)F